C(C)(C)(C)OC([C@H](C(C)C)N(C(=O)[C@@H]1CNCC1)C)=O (S)-3-methyl-2-((S)-N-methylpyrrolidine-3-carboxamido)butanoic acid tert-butyl ester